C(#N)CCOP(OCCCCCNC1=C(C(C(=O)OC)=CC=C1)C(=O)OC)N(C(C)C)C(C)C Dimethyl 3-((5-(((2-cyanoethoxy)(diisopropylamino)phosphaneyl)oxy)pentyl) amino)phthalate